COCCOC=1C=C2C(=CC=NC2=CC1OCCOC)OC1=C(C=C(N)C=C1F)F 4-{[6,7-bis(2-methoxyethoxy)quinolin-4-yl]oxy}-3,5-difluoroaniline